FC1=CC=C(C=C1)P(C1=CC=CC2=CC=CC=C12)(C1=CC=C(C=C1)F)=O di(p-fluorophenyl)naphthyl-phosphine oxide